FC(C(=O)O)(F)F.FC(C(=O)O)(F)F.[C@H]12CN(C[C@H](CC1)N2)C=2C1=C(N=C(N2)N2CC(C2)N(C)C)C(=C(N=C1)C1=CC(=CC2=CC=CC=C12)O)F 4-(4-((1R,5S)-3,8-diazabicyclo[3.2.1]octan-3-yl)-2-(3-(dimethylamino)azetidin-1-yl)-8-fluoropyrido[4,3-d]pyrimidin-7-yl)naphthalen-2-ol bis(2,2,2-trifluoroacetate)